4-(5,8-diazaspiro[3.5]nonane-5-carbonyl)pyridine 1-oxide C1CCC12N(CCNC2)C(=O)C2=CC=[N+](C=C2)[O-]